C(=O)(O)C1=C(C(=C(C(=O)[O-])C#N)O)C=CC=C1 carboxy-hydroxy-α-cyanocinnamate